[Na+].C(C)N(C([S-])=S)CC diethyl-dithiocarbamic acid sodium salt